IC=1N(C=2C=CC=C(C2C1)NC1CCN(CC1)C1CCN(CC1)C)CC(F)(F)F 2-iodo-N-[1-(1-methyl-4-piperidyl)-4-piperidyl]-1-(2,2,2-trifluoroethyl)indol-4-amine